FC(CN1CCCC1)(F)F 1-(2,2,2-trifluoroethyl)pyrrolidin